phenylacetyl-beta-aminocrotonamide C1(=CC=CC=C1)CC(=O)/C(/C(=O)N)=C(\C)/N